N-methyl-4-nonadecyl-N-hexadecylanilinium [tetrakis(perfluorophenyl) borate] FC1=C(C(=C(C(=C1F)F)F)F)[B-](C1=C(C(=C(C(=C1F)F)F)F)F)(C1=C(C(=C(C(=C1F)F)F)F)F)C1=C(C(=C(C(=C1F)F)F)F)F.C[NH+](C1=CC=C(C=C1)CCCCCCCCCCCCCCCCCCC)CCCCCCCCCCCCCCCC